C(C)(=O)NN[C@H]1C(O)O[C@@H]([C@H]([C@@H]1O)O)CO N-acetamido-glucosamin